(S)-N1-(4-amino-1H-pyrazolo[4,3-c]pyridin-7-yl)-N2-methyl-N2-(1-(4-(trifluoromethyl)phenyl)ethyl)oxalamide NC1=NC=C(C2=C1C=NN2)NC(C(=O)N([C@@H](C)C2=CC=C(C=C2)C(F)(F)F)C)=O